3-(dimethylamino)-pentane CN(C(CC)CC)C